N,N-dimethyl-2-benzothiazolesulfenamide CN(SC=1SC2=C(N1)C=CC=C2)C